O=C1OC2=CC(=CC=C2C(=C1)C1=C(C=CC=C1)C)CC=O 2-(2-oxo-4-(o-tolyl)-2H-chromen-7-yl)acetaldehyde